ONC(C1=CC=C(C=C1)C(=O)N1CCC(CC1)NC(=O)NC1=CC=C(C=C1)OC(F)(F)F)=O N-hydroxy-4-(4-(3-(4-(trifluoromethoxy)phenyl)ureido)piperidine-1-carbonyl)benzamide